3-fluoro-2-[4-[[3-hydroxycyclohexyl]amino]pyrido[3,4-d]pyridazin-1-yl]phenol FC=1C(=C(C=CC1)O)C1=C2C(=C(N=N1)NC1CC(CCC1)O)C=NC=C2